C1(=CC=CC2=CC=CC=C12)[Si](O)(O)C1=CC=CC2=CC=CC=C12 dinaphthyl-silandiol